2-(4-chlorophenyl)-N-(5-cyano-2-methoxyphenyl)pyrazolo[1,5-a]Pyrimidine-6-carboxamide ClC1=CC=C(C=C1)C1=NN2C(N=CC(=C2)C(=O)NC2=C(C=CC(=C2)C#N)OC)=C1